(1,1-dioxothietin-3-yl)acetamide benzyl-4-(7-azaspiro[3.5]nonan-2-ylmethyl)piperazine-1-carboxylate C(C1=CC=CC=C1)OC(=O)N1CCN(CC1)CC1CC2(C1)CCNCC2.O=S2(C=C(C2)CC(=O)N)=O